tert-butyl (4-(cyano(hydroxy)methyl)tetrahydro-2H-pyran-4-yl)carbamate C(#N)C(C1(CCOCC1)NC(OC(C)(C)C)=O)O